methyl 4-(2-hydroxybut-3-ynoxy)-2-(3-iodophenyl)-2-methyl-butanoate OC(COCCC(C(=O)OC)(C)C1=CC(=CC=C1)I)C#C